Ethyl 3-(1,4-dimethyl-1H-benzotriazol-5-yl)-3-(7-{[(2R)-2-ethyl-7-(trifluoromethyl)-2,3-dihydropyrido[2,3-f][1,4]oxazepin-4(5H)-yl]methyl}-1-benzothiophen-5-yl)propanoate CN1N=NC2=C1C=CC(=C2C)C(CC(=O)OCC)C=2C=C(C1=C(C=CS1)C2)CN2C[C@H](OC1=C(C2)N=C(C=C1)C(F)(F)F)CC